N1=NN=C(C=C1)S triazinemonothiol